5-(8-(3,3-dimethylcyclopent-1-en-1-yl)imidazo[1,2-b]pyridazin-6-yl)pyrimidine-2,4(1H,3H)-dione CC1(C=C(CC1)C=1C=2N(N=C(C1)C=1C(NC(NC1)=O)=O)C=CN2)C